tert-butyl (3S,4R)-4-((2-(3-((4-(dimethylphosphoryl)-2-methoxyphenyl)amino)prop-1-yn-1-yl)-3-((trifluoromethyl)thio)pyrazolo[1,5-a]pyridin-7-yl)amino)-3-fluoropiperidine-1-carboxylate CP(=O)(C)C1=CC(=C(C=C1)NCC#CC1=NN2C(C=CC=C2N[C@H]2[C@H](CN(CC2)C(=O)OC(C)(C)C)F)=C1SC(F)(F)F)OC